ClC=1C(=C(NC=2C3=C(N=CN2)C=NC(=N3)N3[C@@H]2CN([C@H](C3)C2)C(=O)OC(C)(C)C)C=CC1OCC1CC(C1)(F)F)F tert-butyl (1S,4S)-5-[4-[3-chloro-4-[(3,3-difluorocyclobutyl)methoxy]-2-fluoro-anilino]pyrimido[5,4-d]pyrimidin-6-yl]-2,5-diazabicyclo[2.2.1]heptane-2-carboxylate